C(C)O[Si](CCCO)(OCC)OCC 3-(triethoxysilyl)propan-1-ol